Cl.[C@@H]12CNC[C@H]2C1NC1=NC2=CC=CC=C2N=C1Cl N-[(1r,5s)-3-azabicyclo[3.1.0]hex-6-yl]-3-chloro-quinoxalin-2-amine hydrochloride